(2Z)-2-(4-pyrenylphenyl)-3-[4-(triphenylvinyl)phenyl]prop-2-enenitrile C1(=CC=C2C=CC3=CC=CC4=CC=C1C2=C34)C3=CC=C(C=C3)/C(/C#N)=C/C3=CC=C(C=C3)C(=C(C3=CC=CC=C3)C3=CC=CC=C3)C3=CC=CC=C3